(3-fluorophenyl)oxazolidin-2-one FC=1C=C(C=CC1)N1C(OCC1)=O